tert-butyl 4-[(2R)-4-(8-cyano-5-quinolyl)-4,7,10-triazatricyclo[7.4.0.02,7]trideca-1(9),10,12-trien-11-yl]piperazine-1-carboxylate C(#N)C=1C=CC(=C2C=CC=NC12)N1C[C@H]2C=3C=CC(=NC3CN2CC1)N1CCN(CC1)C(=O)OC(C)(C)C